C1(=CC=CC=C1)[C@H]1CCC2=NC=3C(=NC(=CC3)C=3C=NC(=NC3)N3C[C@H]4N(CC3)C(NC4)=O)N21 (S)-7-(5-((R)-8-phenyl-7,8-dihydro-6H-pyrrolo[2',1':2,3]imidazo[4,5-b]pyridin-2-yl)pyrimidin-2-yl)hexahydroimidazo[1,5-a]pyrazin-3(2H)-one